Tert-butyl-(1-bromoethyl)benzene C(C)(C)(C)C1=C(C=CC=C1)C(C)Br